CC1=NC=C(C=C1)C1=NOC(=N1)C(F)(F)F 2-Methyl-5-[5-(trifluoromethyl)-1,2,4-oxadiazol-3-yl]pyridine